2-(5-methanesulfonyl-2-{[3-(4-{[(1R,4R)-4-{2-oxa-6-azaspiro[3.3]heptan-6-yl}cyclohexyl]amino}-1-(2,2,2-trifluoroethyl)-1H-indol-2-yl)prop-2-yn-1-yl]amino}phenoxy)ethan-1-ol CS(=O)(=O)C=1C=CC(=C(OCCO)C1)NCC#CC=1N(C2=CC=CC(=C2C1)NC1CCC(CC1)N1CC2(COC2)C1)CC(F)(F)F